BrC=1C(=NC=C(C1)F)[C@H](CCC=C)NC1=CC=C(C=C1)OC (S)-N-(1-(3-bromo-5-fluoropyridin-2-yl)pent-4-en-1-yl)-4-methoxyaniline